C[C@H]1OCCC(C1)C1=NC2=CC=C(C=C2C=C1)C=C 2-((2R)-2-methyltetrahydro-2H-pyran-4-yl)-6-vinylquinoline